ClC=1C=CC(=C(C1)N1CC(N(CC1=O)C(C(=O)NC1=CC2=CN(N=C2C=C1)C)CC1OCCCC1)=O)N1N=NC(=C1)Cl 2-(4-(5-chloro-2-(4-chloro-1H-1,2,3-triazol-1-yl)phenyl)-2,5-dioxopiperazin-1-yl)-N-(2-methyl-2H-indazol-5-yl)-3-(tetrahydro-2H-pyran-2-yl)propanamide